C(C)OC(=O)C1C(CN(CC1)C=1C=NC=CC1)=O 3-oxo-1-(pyridin-3-yl)piperidine-4-carboxylic acid ethyl ester